FC=1N=C(SC1CN1[C@H](C[C@H](C1)OC=1C=NC=2N(C1)N=CC2)C)NC(C)=O N-(4-fluoro-5-(((2S,4R)-2-methyl-4-(pyrazolo[1,5-a]pyrimidin-6-yloxy)pyrrolidin-1-yl)methyl)thiazol-2-yl)acetamide